(1-(5-(2,3-Dichlorophenyl)-4-methoxy-6-methylpyrimidin-2-yl)-4-methylpiperidin-4-yl)carbamic acid tert-butyl ester C(C)(C)(C)OC(NC1(CCN(CC1)C1=NC(=C(C(=N1)OC)C1=C(C(=CC=C1)Cl)Cl)C)C)=O